N-((tetrahydro-2H-pyran-2-yl)oxy)-7-((4-(trifluoromethyl)benzyl)oxy)chromane-2-carboxamide O1C(CCCC1)ONC(=O)C1OC2=CC(=CC=C2CC1)OCC1=CC=C(C=C1)C(F)(F)F